6,6,6-trifluorohexanoyl chloride FC(CCCCC(=O)Cl)(F)F